Ethyl 2-(4-((2,4-dioxo-3-(4-(trifluoromethyl)phenyl)imidazolidin-1-yl)methyl)-2,6-dimethylphenoxy)-2-methyl-propionate O=C1N(CC(N1C1=CC=C(C=C1)C(F)(F)F)=O)CC1=CC(=C(OC(C(=O)OCC)(C)C)C(=C1)C)C